N1C=C(C2=CC=CC=C12)C([C@@H](NCCC1=CC=NC=C1)C1=CC=CC=C1)=O |r| (S)- and (R)-1-(1H-indol-3-yl)-2-phenyl-2-((2-(pyridin-4-yl)ethyl)-amino)ethan-1-one